C(C1=CC=CC=C1)OC1=CC(=C(NC2=CC(=CC=C2)OCC2CCCC2)C=C1)C 4-(Benzyloxy)-N-[3-(cyclopentylmethoxy)phenyl]-2-methylaniline